ethylene glycol mono-t-butyl ether C(C)(C)(C)OCCO